2-(4-bromophenyl)-4-chloro-6-(tetrahydro-2H-pyran-4-yl)nicotinonitrile BrC1=CC=C(C=C1)C1=C(C#N)C(=CC(=N1)C1CCOCC1)Cl